NCC(O)C1=CC(=C(C=C1)OC(F)F)OCC1=CC=CC=C1 2-amino-1-(3-benzyloxy-4-difluoromethoxyphenyl)ethanol